6-fluoro-3-methylimidazo[1,5-a]pyridine FC=1C=CC=2N(C1)C(=NC2)C